ClC1=C(C(=C(C#N)C=C1)C)CCN1[C@@H](C[C@@H](C1)COC1=CC=C(C=C1)S(=O)(=O)C)C chloro-3-{2-[(2R,4S)-4-[(4-methanesulfonylphenoxy)methyl]-2-methylpyrrolidin-1-yl]ethyl}-2-methylbenzonitrile